Ethyl 2-[(1R,3R)-1-amino-3-{[(tert-butoxy)carbonyl]amino}-4-methylpentyl]-1,3-thiazole-4-carboxylate N[C@H](C[C@H](C(C)C)NC(=O)OC(C)(C)C)C=1SC=C(N1)C(=O)OCC